N1(CCC1)C(CCC(=O)N[C@H]1CN(C[C@H](C1)C(F)(F)F)C1=C2C=CC=NC2=C(C=C1)C#N)=O 4-azetidin-1-yl-N-[(3R,5S)-1-(8-cyano-quinolin-5-yl)-5-trifluoromethyl-piperidin-3-yl]-4-oxo-butyramide